C(C)(C)N1C(CCC1)C(=O)NC=1C=C(C(=NC1)C)NC(=O)C=1C=NN2C1SC=C2 N-(5-(1-isopropylpyrrolidine-2-carboxamido)-2-methylpyridin-3-yl)pyrazolo[5,1-b]Thiazole-7-carboxamide